C(CCCCCCCCCCCCC)[NH3+] N-tetradecylammonium